N-(3-chloro-4-(trifluoromethyl)phenyl)-2-(4-((1-(2-(2,6-dioxopiperidin-3-yl)-1,3-dioxoisoindolin-5-yl)azetidin-3-yl)ethynyl)-1H-pyrazol-1-yl)-2-methylpropanamide ClC=1C=C(C=CC1C(F)(F)F)NC(C(C)(C)N1N=CC(=C1)C#CC1CN(C1)C=1C=C2C(N(C(C2=CC1)=O)C1C(NC(CC1)=O)=O)=O)=O